C(C)C1(CC(N(CC1)CC1=C2C=CNC2=C(C=C1OC)C)C1=CC=C(C(=O)O)C=C1)F 4-(4-ethyl-4-fluoro-1-((5-methoxy-7-methyl-1H-indol-4-yl)methyl)piperidin-2-yl)benzoic acid